4-{2-[1-(3,4-dichlorophenyl)-5-isopropyl-1H-pyrazol-3-yloxy]ethyl}morpholine hydrochloride Cl.ClC=1C=C(C=CC1Cl)N1N=C(C=C1C(C)C)OCCN1CCOCC1